O=C1NC(CCC1C1=CC=C(C=C1)NC(CN1[C@H](CN(CC1)C(=O)OC(C)(C)C)C(F)(F)F)=O)=O (3R)-tert-Butyl 4-(2-((4-(2,6-dioxopiperidin-3-yl)phenyl)amino)-2-oxoethyl)-3-(trifluoromethyl)piperazine-1-carboxylate